CC1(CCC=2C1=NC1=C(C2NC(=O)N=[S@@](=O)(N)C2=CN=C(S2)C(C)(C)O)CCC1)C (S)-N'-((3,3-dimethyl-1,2,3,5,6,7-hexahydrodicyclopenta[b,e]pyridin-8-yl)carbamoyl)-2-(2-hydroxypropan-2-yl)thiazole-5-sulfonimidamide